methyl 2-(3-chloro-4-(methylsulfonyl) phenyl)-3-cyclopentylpropionate ClC=1C=C(C=CC1S(=O)(=O)C)C(C(=O)OC)CC1CCCC1